FC=1C=C(C=CC1F)CNC(C1=CC=C(S1)C1=C2C(N3CCCN3C2=NC(=C1C=1OC(=NN1)C)CCC1=CC=C(C=C1)F)=O)=O N-(3,4-difluorophenyl)methyl-5-{11-[2-(p-fluorophenyl)ethyl]-10-(5-methyl-1,3,4-oxadiazol-2-yl)-7-oxo-2,6,12-triazatricyclo[6.4.0.02,6]dodeca-1(12),8,10-trien-9-yl}-2-thenamide